N1CC(CCC1)C(C(C)O)O 3-piperidyl-1,2-propanediol